3-bromo-2-(hydroxymethyl)-N-indan-2-yl-pyrazolo[1,5-a]pyrimidine-7-carboxamide BrC=1C(=NN2C1N=CC=C2C(=O)NC2CC1=CC=CC=C1C2)CO